3-phenyl-1-(1-(pyridin-2-ylethynyl)-3-azabicyclo[3.1.0]hexan-3-yl)propan-1-one C1(=CC=CC=C1)CCC(=O)N1CC2(CC2C1)C#CC1=NC=CC=C1